FC=1C(=C(C=C(C1)C(C)C)[C@@H](C(=O)O)N1C[C@@H](CC1)N(C(C)(CCCCC1=NC=2NCCCC2C=C1)C)C)OC (S)-2-(3-fluoro-5-isopropyl-2-methoxyphenyl)-2-((R)-3-(methyl(2-methyl-6-(5,6,7,8-tetrahydro-1,8-naphthyridin-2-yl)hexan-2-yl)amino)pyrrolidin-1-yl)acetic acid